tert-butyl 4-(6-amino-5-fluoro-3-pyridyl)piperidine-1-carboxylate NC1=C(C=C(C=N1)C1CCN(CC1)C(=O)OC(C)(C)C)F